FC1=CC=2C3(C4=CC(=C(C=C4OC2C=C1O)O)F)OC(C1=C3C(=CC(=C1F)F)F)=O 2',4,5,7,7'-pentafluoro-3',6'-dihydroxy-3-oxo-3H-spiro[2-benzofuran-1,9'-xanthen]